FC1=C(CC=2C=NN(C2)C(=O)N[C@@H]2C(N(C3=C(OC2)C=CC(=C3)C#CC(C)(C)O)C)=O)C=CC(=C1)F (S)-4-(2,4-Difluorobenzyl)-N-(7-(3-hydroxy-3-methylbut-1-yn-1-yl)-5-methyl-4-oxo-2,3,4,5-tetrahydrobenzo[b][1,4]oxazepin-3-yl)-1H-pyrazol-1-carboxamid